N1(CCNCC1)C(=O)C1=CC=C(C=C1)N1N=CC(=C1)C=1C(NC2=CC=CC=C2C1)=O 3-{1-[4-(piperazine-1-carbonyl)-phenyl]-1H-pyrazol-4-yl}-1H-quinolin-2-one